ethyl 3-(1-carbamoyl-1-methylethyl)-5-methyl-2,4-dioxo-1-[(2R)-2-phenyl-2-(prop-2-yloxy) ethyl]-1H,2H,3H,4H-thieno[2,3-d]pyrimidine-6-carboxylate C(N)(=O)C(C)(C)N1C(N(C2=C(C1=O)C(=C(S2)C(=O)OCC)C)C[C@H](OC(C)C)C2=CC=CC=C2)=O